C1(CC1)C=1C(=NC=C(C1)NC(C(=O)N1[C@H](CN([C@@H](C1)C)C(C(C)C)=O)C1=CC=CC=C1)=O)NC(OC(C)(C)C)=O tert-butyl (3-cyclopropyl-5-(2-((2S,5R)-4-isobutyryl-5-methyl-2-phenylpiperazin-1-yl)-2-oxoacetamido)pyridin-2-yl)carbamate